ClCCCC[Si](OCC)(C)C chloropropyl-trimethyl-(ethoxy)silane